(R)-6-(benzylthio)-2-methyl-N-(1-(3-nitro-5-(trifluoromethyl)phenyl)ethyl)-7-(pyrrolidin-1-yl)pyrido[2,3-d]pyrimidin-4-amine C(C1=CC=CC=C1)SC1=CC2=C(N=C(N=C2N[C@H](C)C2=CC(=CC(=C2)C(F)(F)F)[N+](=O)[O-])C)N=C1N1CCCC1